Cl.C(C)(C)OCC1=NC=CC(=C1)C1=NOC(=N1)[C@H](C)N (1S)-1-[3-[2-(isopropoxymethyl)-4-pyridinyl]-1,2,4-oxadiazol-5-yl]ethylamine hydrochloride